ClC1=CC=C(C=C1)C=1N=C(NC1C)CC1=CC=CC2=CC=CC=C12 4-(4-Chlorophenyl)-5-methyl-2-(1-naphthylmethyl)imidazole